benzyl (1R)-2,2-difluoro-6-sulfamoyl-6-azaspiro[2.5]octane-1-carboxylate FC1([C@H](C12CCN(CC2)S(N)(=O)=O)C(=O)OCC2=CC=CC=C2)F